C(C1=CC=CC=C1)OC=1C=C(C=CC1OC)C=1C(=CC(=NC1C1=CC(=C(C=C1)C#N)F)N1CCC(CC1)NC([O-])=O)OC (1-(5-(3-(benzyloxy)-4-methoxyphenyl)-6-(4-cyano-3-fluorophenyl)-4-methoxypyridine-2-yl)piperidin-4-yl)carbamate